C(C)(=O)O[C@@H]1[C@H](OC[C@@H](C1OC(C)=O)OC(C)=O)OC(COC1=C(C=C(C=C1)\C=C\C(=O)C1=CC=C(C=C1)\N=N\N(C)C)OC)=O (2r,3s,5s)-2-(2-(4-((e)-3-(4-((e)-3,3-Dimethyltriaz-1-en-1-yl)phenyl)-3-oxoprop-1-en-1-yl)-2-methoxyphenoxy)acetoxy)tetrahydro-2h-pyran-3,4,5-triyl triacetate